3-(1'-(3-(1-cyclopropyl-1H-pyrazol-4-yl)benzyl)-7-oxo-5,7-dihydro-2H,6H-spiro[furo[2,3-f]isoindole-3,4'-piperidin]-6-yl)piperidine-2,6-dione C1(CC1)N1N=CC(=C1)C=1C=C(CN2CCC3(CC2)COC2=CC=4C(N(CC4C=C23)C2C(NC(CC2)=O)=O)=O)C=CC1